CN(S(=O)(=O)C1=CC=C(C=C1)S(=O)(=O)N1C[C@@H](CCC1)C(=O)OCC)C ethyl (R)-1-((4-(N,N-dimethylsulfamoyl)phenyl) sulfonyl)piperidine-3-carboxylate